BrC=1C=C2C(=NC1)N(C=C2C(C2=C(C(=CC=C2F)N(S(=O)(=O)N2C[C@@H](CC2)F)C(=O)OC(C)(C)C)F)=O)C(=O)OC(C)(C)C tert-butyl 5-bromo-3-[3-[tert-butoxycarbonyl-[(3R)-3-fluoropyrrolidin-1-yl]sulfonyl-amino]-2,6-difluoro-benzoyl]pyrrolo[2,3-b]pyridine-1-carboxylate